ClC=1C=C(OC2C(C(C2(C)C)NC(C2=CN=C(C=C2)N2CCN(CC2)CCCCCOC=2C=C3C=C(C=NC3=CC2)N2C(NC(C=C2)=O)=O)=O)(C)C)C=CC1C#N rac-N-((1r,3r)-3-(3-chloro-4-cyanophenoxy)-2,2,4,4-tetramethylcyclobutyl)-6-(4-(5-((3-(2,4-dioxo-3,4-dihydropyrimidin-1(2H)-yl)quinolin-6-yl)oxy)pentyl)piperazin-1-yl)nicotinamide